C(C1=CC=CC=C1)ON(C(C)=O)CC[C@H]1O[C@@H]([C@H]([C@H]([C@@H]1OCC1=CC=CC=C1)OCC1=CC=CC=C1)OCC1=CC=CC=C1)OCC1=CC=CC=C1 N-(benzyloxy)-N-(2-((2R,3R,4S,5S,6S)-3,4,5,6-tetrakis(benzyloxy)tetrahydro-2H-pyran-2-yl)ethyl)acetamide